Methyl (E)-4-(1-phenyl-4-(phenylimino)azetidin-2-yl)benzoate C1(=CC=CC=C1)N/1C(C\C1=N/C1=CC=CC=C1)C1=CC=C(C(=O)OC)C=C1